(4aR,7aS)-6-(methylsulfonyl)octahydro-1H-pyrrolo[3,4-b]pyrazine CS(=O)(=O)N1C[C@@H]2NCCN[C@@H]2C1